2-(3-(6-(2,2-dioxido-2-thia-6-azaspiro[3.3]heptan-6-yl)pyridin-3-yl)-6-oxopyridazin-1(6H)-yl)-N-ethylacetamide O=S1(CC2(C1)CN(C2)C2=CC=C(C=N2)C2=NN(C(C=C2)=O)CC(=O)NCC)=O